bis(4-tert-butoxyphenyl)iodonium C(C)(C)(C)OC1=CC=C(C=C1)[I+]C1=CC=C(C=C1)OC(C)(C)C